(R)-7-chloro-3-isobutyl-2-methyl-5-phenyl-8-(4,4,5,5-tetramethyl-1,3,2-dioxaborolan-2-yl)-2,3,4,5-tetrahydrobenzo[f][1,2,5]thiadiazepine 1,1-dioxide ClC=1C(=CC2=C(N(C[C@H](N(S2(=O)=O)C)CC(C)C)C2=CC=CC=C2)C1)B1OC(C(O1)(C)C)(C)C